6-Chloro-3-[(1R)-1-(3,6-dimethyl-4-oxo-2-thiazolo[5,4-b]pyridin-5-yl-chromen-8-yl)ethoxy]pyridine-2-carboxamide ClC1=CC=C(C(=N1)C(=O)N)O[C@H](C)C=1C=C(C=C2C(C(=C(OC12)C1=CC=C2C(=N1)SC=N2)C)=O)C